((2s,5r)-5-aminotetrahydro-2H-pyran-2-yl)methanol tert-butyl-N-methyl-N-[2-[2-[7-(4,4,5,5-tetramethyl-1,3,2-dioxaborolan-2-yl)benzimidazol-1-yl]ethoxy]ethyl]carbamate C(C)(C)(C)C(CN(C(=O)OC[C@H]1OC[C@@H](CC1)N)C)OCCN1C=NC2=C1C(=CC=C2)B2OC(C(O2)(C)C)(C)C